P([O-])([O-])(=O)F.[Li+].[Li+] lithium fluorophosphorate